5-{[2-(2-Butoxyethoxy)ethoxy]methyl}-6-propyl-2H-1,3-benzodioxole C(CCC)OCCOCCOCC1=CC2=C(OCO2)C=C1CCC